FC=1C=C(\C=C/2\C(N(C(C2)=O)CCCCCCC(=O)OCC)=O)C=CC1 ethyl (E)-7-(3-(3-fluorobenzylidene)-2,5-dioxopyrrolidinyl)heptanoate